N-(4-nitrophenylethyl)-2-phenylethylamine [N+](=O)([O-])C1=CC=C(C=C1)CCNCCC1=CC=CC=C1